N-(2-((5-cyano-4-((2-isopropoxyphenyl)amino)pyrimidin-2-yl)amino)-4-fluoro-5-(4-(4-methylpiperazin-1-yl)piperidin-1-yl)phenyl)acrylamide C(#N)C=1C(=NC(=NC1)NC1=C(C=C(C(=C1)F)N1CCC(CC1)N1CCN(CC1)C)NC(C=C)=O)NC1=C(C=CC=C1)OC(C)C